FC(C1=NN=C2N1C=C(N=C2)C=2C=NC(=CC2)O[C@H](C(F)F)C)(OC)F (S)-3-(difluoro(methoxy)methyl)-6-(6-((1,1-difluoropropan-2-yl)oxy)pyridin-3-yl)-[1,2,4]triazolo[4,3-a]pyrazine